S(OC1=CC=C(C=C1)OCC1=C(C(=CC=C1F)N1N=CN=C1)F)(=O)(=O)F 4-((2,6-difluoro-3-(1H-1,2,4-triazol-1-yl)benzyl)oxy)phenyl sulfurofluoridate